C[C@H](CCCCCC)O (R)-2-octanol